2,6-bis(methylthio)-1,3-benzenediamine CSC1=C(C(=CC=C1N)SC)N